C(C)(C)(C)OC(N(C)CC1=CNC(=C1)Br)=O N-[(5-bromo-1H-pyrrol-3-yl)methyl]-N-methylcarbamic acid tert-butyl ester